4-((2-(dimethoxymethyl)-5,6,7,8-tetrahydro-1,8-naphthyridin-3-yl)methyl)morpholin-3-one COC(C1=NC=2NCCCC2C=C1CN1C(COCC1)=O)OC